ClC1=NC(=NC=C1F)N1CCN(CC1)C(=O)N1N=CC[C@H]1C=1C=C(C#N)C=C(C1)F (S)-3-(1-(4-(4-chloro-5-fluoropyrimidin-2-yl)piperazine-1-carbonyl)-4,5-dihydro-1H-pyrazol-5-yl)-5-fluorobenzonitrile